[Sn].[Al] aluminium tin